7-[1-methyl-2-[3-(methylsulfonimidoyl)-1-piperidyl]-2-oxo-ethoxy]-4-(o-tolyl)chromen-2-one CC(C(=O)N1CC(CCC1)S(=O)(=N)C)OC1=CC=C2C(=CC(OC2=C1)=O)C1=C(C=CC=C1)C